C1(CC1)C=1N=CC=2C3=C(C=C(C2C1)S(=O)(=O)NCC(C)C)CCC3N3C(=NN=C3)NC=3N(N=CC3)C 3-cyclopropyl-N-isobutyl-9-[3-[(2-methylpyrazol-3-yl)amino]-1,2,4-triazol-4-yl]-8,9-dihydro-7H-cyclopenta[h]isoquinoline-5-sulfonamide